2,2-di(ethylsulfonyl)propane C(C)S(=O)(=O)C(C)(C)S(=O)(=O)CC